Cl.Cl.N1CC(C1)C=1C(=C(C=C(C1C)Cl)C(C)N1N=C(C=2C1=NC=NC2N)C(F)F)OC 1-[1-(3-Azetidin-3-yl-5-chloro-2-methoxy-4-methylphenyl)ethyl]-3-(difluoromethyl)-1H-pyrazolo[3,4-d]pyrimidin-4-amine Dihydrochloride